OC=1C2=C(N=C(N1)NC(=O)OC)C(=NN2CC2=C(C=C(C(=O)OC)C=C2)OC)C Methyl 4-((7-hydroxy-5-((methoxycarbonyl)amino)-3-methyl-1H-pyrazolo[4,3-d]pyrimidin-1-yl)methyl)-3-methoxybenzoate